1-(3-((4-((2,4-dichloro-phenyl)amino)-7-methoxy-quinazolin-6-yl)oxy)-piperidin-1-yl)prop-2-en-1-one ClC1=C(C=CC(=C1)Cl)NC1=NC=NC2=CC(=C(C=C12)OC1CN(CCC1)C(C=C)=O)OC